S1NN=C(C=C1)C(=O)O 1,2,3-thiadiazine-4-carboxylic acid